ClC=1C(=NN2C1CNCCC2)C(=O)N(C)C 3-chloro-N,N-dimethyl-4,6,7,8-tetrahydropyrazolo[1,5-a][1,4]diazepine-2-Carboxamide